(2S)-4-[2-ethoxyethyl-[4-(5,6,7,8-tetrahydro-1,8-naphthyridin-2-yl)butyl]amino]-2-[[ethyl(isopropyl)carbamoyl]amino]butanoic acid C(C)OCCN(CC[C@@H](C(=O)O)NC(N(C(C)C)CC)=O)CCCCC1=NC=2NCCCC2C=C1